1-(3-(8-((3-methyl-4-((1-methyl-1H-benzo[d][1,2,3]triazol-5-yl)oxy)phenyl)amino)pyrimido[5,4-d]pyrimidin-2-yl)-3,8-diazabicyclo[3.2.1]octan-8-yl)prop-2-en-1-one CC=1C=C(C=CC1OC1=CC2=C(N(N=N2)C)C=C1)NC1=NC=NC2=C1N=C(N=C2)N2CC1CCC(C2)N1C(C=C)=O